ClC1=C(C(=CC=C1)Cl)C1=CC2=C(N=C(N=C2)NC=2C=C(C(=NC2)OCCN2CCS(CC2)(=O)=O)C#N)N(C1=O)C 5-[[6-(2,6-dichlorophenyl)-8-methyl-7-oxo-pyrido[2,3-d]pyrimidin-2-yl]amino]-2-[2-(1,1-dioxo-1,4-thiazinan-4-yl)ethoxy]pyridine-3-carbonitrile